CNC1=NC=C(C=C1[N+](=O)[O-])C(F)(F)F 2-Methylamino-3-nitro-5-trifluoromethylpyridine